O[C@H]1C[C@@H](N(C1)C)C(=O)O (2R,4S)-4-HYDROXY-1-METHYLPYRROLIDINE-2-CARBOXYLIC ACID